C(C)(C)(C)OC(=O)NC(C(=O)OC)CC=1C=C(C=C2C=CNC12)F methyl 2-((tert-butoxycarbonyl)amino)-3-(5-fluoro-1H-indol-7-yl)propanoate